1-[(RS)-3-(4-tert-butylphenyl)-2-methylpropyl]piperidine C(C)(C)(C)C1=CC=C(C=C1)C[C@H](CN1CCCCC1)C |r|